ClC=1C=C2C=C(NC2=CC1OCC1=NOC=C1)CNC(=O)C1CC(C1)(F)F N-((5-chloro-6-(isoxazol-3-ylmethoxy)-1H-indol-2-yl)methyl)-3,3-difluorocyclobutane-1-carboxamide